(trifluoromethyl)-1H-pyrimidine FC(F)(F)N1CN=CC=C1